C1(CC1)C1=C(C#N)C(=CC=C1)OC1CN(C1)C(=O)N1CC2(C1)CC(C2)C2=NN=C(N2)C2CC2 2-cyclopropyl-6-[1-[6-(5-cyclopropyl-4H-1,2,4-triazol-3-yl)-2-azaspiro[3.3]heptane-2-carbonyl]azetidin-3-yl]oxy-benzonitrile